FC=1C=C2CCCC(C2=C(C1)F)=O 6,8-difluoro-1,2,3,4-tetrahydronaphthalen-1-one